ClC1=CC=C(C=N1)S(=O)(=O)N1CCC(CC1)N1C(N=C(C(=C1)C(F)(F)F)OC1COCC1)N 1-(((6-chloropyridin-3-yl)sulfonyl)piperidin-4-yl)-4-((tetrahydrofuran-3-yl)oxy)-5-(trifluoromethyl)pyrimidin-2-amine